2-(2,6-dichlorophenyl)-5-((4-(thiomorpholine-4-carbonyl)phenyl)amino)-2H-1,2,3-triazole-4-carboxamide ClC1=C(C(=CC=C1)Cl)N1N=C(C(=N1)C(=O)N)NC1=CC=C(C=C1)C(=O)N1CCSCC1